C(CCC)(=O)OCCC(CCC)S 3-mercaptohexyl butyrate